C12N(CC(NC1)C2)C2=C1CN(C(C1=C(C=C2F)F)=O)C2CNCCC2 3-(4-(2,5-diazabicyclo[2.2.1]heptane-2-yl)-5,7-difluoro-1-oxoisoindoline-2-yl)piperidine